ClC=1C(=C(C=C(C1)F)[C@H](C)N1C(C2=CC=CC=C2C1=O)=O)CCl (S)-2-(1-(3-chloro-2-(chloromethyl)-5-fluorophenyl)ethyl)isoindoline-1,3-dione